C(CCC)C1CCC(CC1)O PARA-BUTYL-CYCLOHEXANOL